cis-3-methyl-1-((4-(trifluoromethyl)-1H-1,2,3-triazol-1-yl)methyl)-6-azabicyclo[3.1.1]heptane trifluoroacetate FC(C(=O)O)(F)F.CC1CC2(NC(C1)C2)CN2N=NC(=C2)C(F)(F)F